4-bromo-N-(5-bromo-pyridin-2-yl)-3-fluoro-benzamide BrC1=C(C=C(C(=O)NC2=NC=C(C=C2)Br)C=C1)F